1-(4-(4-(5-Phenyl-4,5-dihydro-isoxazol-3-yl)thiazol-2-yl)piperidin-1-yl)-ethan-1-one C1(=CC=CC=C1)C1CC(=NO1)C=1N=C(SC1)C1CCN(CC1)C(C)=O